C(C)OC(=O)C=1C=NN2C1C(=CC(=C2)Br)OC 6-bromo-4-methoxypyrazolo[1,5-a]pyridine-3-carboxylic acid ethyl ester